(3E)-1-iodo-16,16-diethoxy-3-hexadecene ICC\C=C\CCCCCCCCCCCC(OCC)OCC